1-METHYL-7-NITRO-6-VINYL-1H-PYRAZOLO[4,3-C]PYRIDIN-3-OL CN1N=C(C=2C=NC(=C(C21)[N+](=O)[O-])C=C)O